Cl.C1(=CC=CC=C1)C[C@H](N)B1O[C@@]2([C@H](O1)C[C@H]1C([C@@H]2C1)(C)C)C (R)-2-phenyl-1-((3aS,4S,6S,7aR)-3a,5,5-trimethylhexahydro-4,6-methanobenzo[d][1,3,2]dioxaborol-2-yl)ethan-1-amine hydrochloride